C(C1=CC=CC=C1)(=O)C=1C=CC2=C(NC(=N2)NC(OC)=O)C1 Methyl N-(6-Benzoyl-1H-Benzimidazol-2-yl)carbamat